6-bromo-1-(4-methylphenyl)-2,3,4,9-tetrahydro-1H-β-carboline BrC=1C=C2C=3CCNC(C3NC2=CC1)C1=CC=C(C=C1)C